C(C)C(CN1C(C=CC1=O)=O)CCCC 1-(2-ethylhexyl)-1H-pyrrole-2,5-dione